(4S,5S)-2,2-dimethyl-1,3-dioxolane-4,5-dicarboxylic acid diethyl ester C(C)OC(=O)[C@H]1OC(O[C@@H]1C(=O)OCC)(C)C